2,6-dimethyl-5-ethylpyrazine CC1=NC(=C(N=C1)CC)C